3-(2-benzyloxyethoxy)propoxy-tert-butyl-dimethyl-silane C(C1=CC=CC=C1)OCCOCCCO[Si](C)(C)C(C)(C)C